FC(C(F)(F)F)(C(C(F)(F)F)(F)F)N(C(C(F)(F)F)(C(C(F)(F)F)(F)F)F)C(C(F)(F)F)(C(C(F)(F)F)(F)F)F perfluorotri-sec-butylamine